C(CCCCCCCCCCCCCCC)C=1OCCN1 2-hexadecyl-2-oxazoline